N-(3-chloro-5-ethanesulfonylphenyl)-1-methyl-5-(pyrimidin-2-yl)pyrrole-3-carboxamide ClC=1C=C(C=C(C1)S(=O)(=O)CC)NC(=O)C1=CN(C(=C1)C1=NC=CC=N1)C